[2-(1,3-dihydro-2-benzothiophen-5-yl)-6-ethyl-5-{4-[(5-hydroxy-6-methyl-4-pyrimidinyl)carbonyl]-1-piperazinyl}-4-oxo-1,3,3a,7-tetraaza-7-indenyl]acetamide C1SCC2=C1C=CC(=C2)C=2N=C1N(C(=C(C(N1N2)=O)N2CCN(CC2)C(=O)C2=NC=NC(=C2O)C)CC)CC(=O)N